C(C1=CC=CC=C1)N\C(=C/C(=O)OCC)\C(F)(F)F ethyl (Z)-3-(benzylamino)-4,4,4-trifluorobut-2-enoate